C(=O)(O)OC=1OC(=CC(C1)=O)OC(=O)O 2,6-dicarboxyloxy-4-pyrone